2-fluoro-N-{1-(2-hydroxyethyl)-6-oxo-3-[2-(trifluoromethyl)phenyl]-1,6-dihydro-4-pyridazinyl}-5-(trifluoromethoxy)benzamide FC1=C(C(=O)NC=2C(=NN(C(C2)=O)CCO)C2=C(C=CC=C2)C(F)(F)F)C=C(C=C1)OC(F)(F)F